OC1=C(C=C(C=C1)C(C)(C)C=1C=C(C=CC1)C(C)(C)C1=CC(=C(C=C1)O)C1=CC=CC=C1)C1=CC=CC=C1 4-(1-{3-[1-(4-hydroxy-3-phenylphenyl)-isopropyl]phenyl}-isopropyl)-2-phenylphenol